4-bromo-3,5-dimethylbenzaldehyde BrC1=C(C=C(C=O)C=C1C)C